CC=1CC(CN(CC1)C1=NN=NN1)NC(OCC1=CC=CC=C1)=O benzyl (5-methyl-1-(1H-tetrazol-5-yl)-2,3,4,7-tetrahydro-1H-azepin-3-yl)carbamate